FC1=C(C=CC(=C1)O)CC(=O)OC methyl (2-fluoro-4-hydroxy-phenyl)acetate